Tert-butyl (S)-4-(5-(7-methoxy-2-methylimidazo[1,2-a]pyridine-6-carboxamido)pyrazin-2-yl)-2-methylpiperazin-1-carboxylate COC1=CC=2N(C=C1C(=O)NC=1N=CC(=NC1)N1C[C@@H](N(CC1)C(=O)OC(C)(C)C)C)C=C(N2)C